C(\C=C\C1=CC(O)=C(O)C=C1)(=O)[O-] caffeate